CC1(C23CCC(C2(C(CC1)=O)C)(O3)C)C 2,2,6,7-tetramethyl-10-oxatricyclo[4.3.0.1(1,7)]decan-5-one